ClC1=CC=C(C=C1)CN1C(OC2=C(C1=O)C=C(C=C2)OC2=CC(=NC=C2)C=2C=NN(C2)C)(C)C 3-[(4-chlorophenyl)methyl]-2,2-dimethyl-6-{[2-(1-methylpyrazol-4-yl)-4-pyridyl]oxy}-1,3-benzoxazin-4-one